[H+].CCN(CC)CC N,N-Diethylethanaminium